2-(1-(imidazo[4,5-d]pyrrolo[2,3-b]pyridin-1(6H)-yl)piperidin-4-yl)acetonitrile N1(C=NC=2C1=C1C(=NC2)NC=C1)N1CCC(CC1)CC#N